uridine bisphosphate P(=O)(O)(O)O.P(=O)(O)(O)O.[C@@H]1([C@H](O)[C@H](O)[C@@H](CO)O1)N1C(=O)NC(=O)C=C1